2,2-dimethyl-7-(1-methylazetidin-3-yl)-1,2-dihydroquinoline CC1(NC2=CC(=CC=C2C=C1)C1CN(C1)C)C